(3,5-dichloro-4-((5'-(difluoromethoxy)-2,2'-difluoro-6-hydroxy-[1,1'-biphenyl]-3-yl)methyl)phenyl)glycine ClC=1C=C(C=C(C1CC=1C(=C(C(=CC1)O)C1=C(C=CC(=C1)OC(F)F)F)F)Cl)NCC(=O)O